10-bromo-8-(3-iodophenyl)-9-oxodecanenitrile BrCC(C(CCCCCCC#N)C1=CC(=CC=C1)I)=O